FC1=C(C=CC(=C1OCCC(C(C1=CC=C(C=C1)F)(F)F)F)C)C1=CC=2N(C=C1)N=C(N2)N 7-(2-fluoro-4-methyl-3-(3,4,4-trifluoro-4-(4-fluorophenyl)butoxy)phenyl)-[1,2,4]triazolo[1,5-a]pyridin-2-amine